C(C)(C)OC(=O)C1=CC=C2C(=N1)N(C(=N2)[C@H](C)Cl)C[C@H]2OCC2 2-((S)-1-chloroethyl)-3-(((S)-oxetan-2-yl)methyl)-3H-imidazo[4,5-b]pyridine-5-carboxylic acid isopropyl ester